ClC=1C(=NC(=NC1)NC(C)C)C=1C=C2C(=NC1)CN(C2=O)[C@@H](C(=O)N[C@H](CO)C2=CC(=CC=C2)OC)C (2R)-2-(3-{5-chloro-2-[(propan-2-yl)amino]pyrimidin-4-yl}-5-oxo-5H,6H,7H-pyrrolo[3,4-b]pyridin-6-yl)-N-[(1S)-2-hydroxy-1-(3-methoxyphenyl)ethyl]propionamide